COC(=O)C1=CC=C(C=C1)C1CC(CCC1)(C(=O)O)C1=CC=C(C=C1)OC 3-(4-(methoxycarbonyl)phenyl)-1-(4-methoxyphenyl)cyclohexane-1-carboxylic acid